ClC=1C=C(OC(=O)NC=2C=C3C(=CNC3=CC2)C2CCN(CC2)CCCCCC)C=CC1 5-(3-chlorophenoxy)carbonylamino-3-(1-hexylpiperidin-4-yl)-1H-indole